tert-butyl 3-(trifluoromethylsulfonyloxy)-8-azabicyclo[3.2.1]oct-2-ene-8-carboxylate FC(S(=O)(=O)OC1=CC2CCC(C1)N2C(=O)OC(C)(C)C)(F)F